FC(C)(OC1=CC=C(C=C1)CNC(=O)[C@@H]1N([C@@H](CN(C1)[C@H](CCOC)C1=NC=CC(=C1F)C)C)C(C(C)C)=O)F (2R,6R)-N-{[4-(1,1-difluoroethoxy)phenyl]methyl}-4-[(1R)-1-(3-fluoro-4-methylpyridin-2-yl)-3-methoxypropyl]-6-methyl-1-(2-methylpropanoyl)piperazine-2-carboxamide